2-oxa-5-azabicyclo[2.2.1]heptan-5-yl(3-hydroxy-5-nitrophenyl)methanone C12OCC(N(C1)C(=O)C1=CC(=CC(=C1)[N+](=O)[O-])O)C2